BrCC1=CC(=C(C2=C1CCO2)C#N)F 4-(bromomethyl)-6-fluoro-2,3-dihydrobenzofuran-7-carbonitrile